OC1(C(C=CC=C1)CCC)C 2-hydroxy-2-methyl-phenylpropan